OC1=CC=C(C=CC=2C3=CC=CC=C3C(=C3C=CC=CC23)C=CC2=CC=C(C=C2)O)C=C1 9,10-bis[4-hydroxystyryl]anthracene